C1(=CC(=CC=C1)CC#N)CC#N m-phenylenediacetonitrile